9-(4-methoxyphenyl)-2-methyl-7,7-dipropyl-7H-benzo[c]fluoren-5-ol COC1=CC=C(C=C1)C=1C=CC=2C=3C4=C(C(=CC3C(C2C1)(CCC)CCC)O)C=CC(=C4)C